ethyl 8-methyl-2-[(1,3-oxazol-2-yl)methyl]-4,5-dihydro-2H-furo[2,3-g]indazole-7-carboxylate CC1=C(OC=2CCC3=CN(N=C3C21)CC=2OC=CN2)C(=O)OCC